C(C)OC1=C(C=CC(=C1)C1=NN=CN1C)NC=1N=CC2=C(N1)C(=NC(=C2)C)N2C(C(C2)OC)(C)C N-(2-ethoxy-4-(4-methyl-4H-1,2,4-triazol-3-yl)phenyl)-8-(3-methoxy-2,2-dimethylazetidin-1-yl)-6-methylpyrido[3,4-d]pyrimidin-2-amine